C(OC1CC(N(C(C1)(C)C)OCCCCCCCCCCC)(C)C)(OC1CC(N(C(C1)(C)C)OCCCCCCCCCCC)(C)C)=O bis(1-undecanoxy 2,2,6,6-tetramethylpiperidin-4-yl) carbonate